(6-(4-(trifluoromethyl)phenethoxy)pyridin-3-yl)carbonohydrazonic Dicyanide FC(C1=CC=C(CCOC2=CC=C(C=N2)NN=C(C#N)C#N)C=C1)(F)F